1-benzyl 5-(4-((2-hexyldecanoyl)oxy)butyl) 2-((tert-butyldiphenylsilyl)oxy)pentanedioate [Si](C1=CC=CC=C1)(C1=CC=CC=C1)(C(C)(C)C)OC(C(=O)OCC1=CC=CC=C1)CCC(=O)OCCCCOC(C(CCCCCCCC)CCCCCC)=O